4-styrenesulfinate C=CC1=CC=C(C=C1)S(=O)[O-]